NC=1SC(=C(N1)C=1C=C(C#N)C=CC1)C1=CC(=NC(=C1)C)C(F)F 3-[2-amino-5-(2-difluoromethyl-6-methyl-4-pyridinyl)thiazol-4-yl]benzonitrile